ClC=1C=C(C=CC1Cl)[C@H](CN(C)C)NS(=O)(=O)C1=CC=C(C=C1)C(F)(F)F (R)-N-(1-(3,4-dichlorophenyl)-2-(dimethylamino)ethyl)-4-(trifluoromethyl)benzenesulfonamide